O=C(/C=C/C1(CC1)N1C(C2=CC=CC=C2C1=O)=O)C=1C=C(C=CC1)C (E)-2-(1-(3-oxo-3-(m-tolyl)prop-1-en-1-yl)cyclopropyl)isoindoline-1,3-dione